O=C1NC(CCC1N1C(C2=CC=C(C=C2C1=O)OCCOCCOCCOC1=CC=C(C=C1)C1CC(=C(C(C1)=O)/C(=N/OCC)/CC)O)=O)=O 2-(2,6-dioxo-3-piperidyl)-5-[2-[2-[2-[4-[4-[(E)-N-ethoxy-C-ethyl-carbonimidoyl]-3-hydroxy-5-oxo-cyclohex-3-en-1-yl]phenoxy]ethoxy]ethoxy]-ethoxy]isoindoline-1,3-dione